9,9',9'',9'''-(4-(3-(2,6-diphenylpyrimidin-4-yl)phenyl)pyridine-2,3,5,6-tetrayl)tetrakis(4,5-dimethyl-9H-carbazole) C1(=CC=CC=C1)C1=NC(=CC(=N1)C=1C=C(C=CC1)C1=C(C(=NC(=C1N1C2=CC=CC(=C2C=2C(=CC=CC12)C)C)N1C2=CC=CC(=C2C=2C(=CC=CC12)C)C)N1C2=CC=CC(=C2C=2C(=CC=CC12)C)C)N1C2=CC=CC(=C2C=2C(=CC=CC12)C)C)C1=CC=CC=C1